3-(4-chlorophenyl)-2-(((7-((3,4-dichlorophenyl)amino)-[1,2,4]triazolo[1,5-a]pyrimidin-5-yl)methyl)thio)-6-oxo-1,6-dihydropyrimidine-5-carbonitrile ClC1=CC=C(C=C1)N1C(NC(C(=C1)C#N)=O)SCC1=NC=2N(C(=C1)NC1=CC(=C(C=C1)Cl)Cl)N=CN2